CN([C@@H](C(C)C)C(=O)OC(C)(C)C)C(=O)[C@@H]1CNCC1 tert-butyl N-methyl-N-({S}-pyrrolidine-3-carbonyl)-L-valinate